N-(4-((S)-2-(2,5-difluorophenyl)propyl)-6-(((R)-1-hydroxy-4-methylpent-2-yl)amino)-1,3,5-triazin-2-yl)methanesulfonamide FC1=C(C=C(C=C1)F)[C@H](CC1=NC(=NC(=N1)N[C@@H](CO)CC(C)C)NS(=O)(=O)C)C